FC(C(=O)O)(F)F.FC1=C(C=C(C=C1C=1C(=NN(C1)C1=C(C=C(C=C1)N1CCNCC1)F)C1=CC=NC=C1)F)C1(CCCCC1)S(=O)(=O)N (2,5-difluoro-3-{1-[2-fluoro-4-(piperazin-1-yl)phenyl]-3-(pyridin-4-yl)pyrazol-4-yl}phenyl)cyclohexanesulfonamide trifluoroacetic acid salt